cis-8-dimethylamino-3-[2-(morpholin-4-yl-methyl)-pyrimidin-5-yl]-8-phenyl-1,3-diazaspiro[4.5]decan-2-one CN(C1(CCC2(CN(C(N2)=O)C=2C=NC(=NC2)CN2CCOCC2)CC1)C1=CC=CC=C1)C